CC1=C(C=CC(=C1)C)S(=O)(=O)N1C[C@@H]2[C@H](C1)CC(C2)N2CCC(CC2)C (3aR,5s,6aS)-2-((2,4-Dimethylphenyl)sulfonyl)-5-(4-methylpiperidin-1-yl)octahydrocyclopenta[c]pyrrole